1-[[2-(difluoromethoxy)pyridin-4-yl]methyl]-3-(2,3-difluorophenyl)urea FC(OC1=NC=CC(=C1)CNC(=O)NC1=C(C(=CC=C1)F)F)F